8-hydroxy-1,7-naphthyridine OC=1N=CC=C2C=CC=NC12